FC1=CC=C(CN(C(OC)=O)C2CCN(CC2)C)C=C1 methyl (4-fluorobenzyl)(1-methylpiperidin-4-yl)carbamate